7-Bromo-9-chloro-4-[(2-methoxypyridin-4-yl)methyl]-6-methyl-3,5-dihydro-2H-1,4-benzoxazepine BrC=1C=C(C2=C(CN(CCO2)CC2=CC(=NC=C2)OC)C1C)Cl